chloro-N-methyl-N-(2',4',6'-trimethyl-[1,1'-biphenyl]-3-yl)-[1,2,4]triazolo[4,3-a]quinazolin-5-amine ClC1=NN=C2N1C1=CC=CC=C1C(=N2)N(C=2C=C(C=CC2)C2=C(C=C(C=C2C)C)C)C